C(C)OC1=CC=C(C=C1)C1=CN=CC(=N1)C(=O)NOCC1=C(C=CC=C1)F 6-(4-ethoxyphenyl)-N-((2-fluorobenzyl)oxy)pyrazine-2-carboxamide